(4-methoxybenzyl)-6,7-diphenyl-1,8-naphthyridin-3-amine COC1=CC=C(CC2=NC3=NC(=C(C=C3C=C2N)C2=CC=CC=C2)C2=CC=CC=C2)C=C1